CC=1C=CC2=C(C(NC3=C(S2)C=CC(=C3)C(=O)O)=O)C1 2-methyl-11-oxo-10,11-dihydrodibenzo[b,f][1,4]thiazepine-8-carboxylic acid